FC(OC1=CC=C(C=N[S@@](=O)C(C)(C)C)C=C1)F (S)-N-(4-(difluoromethoxy)benzylidene)-2-methylpropane-2-sulfinamide